(S)-(5-Fluoropyridin-3-yl)((S)-1-methyl-2-azabicyclo[2.1.1]hexan-3-yl)-methanol FC=1C=C(C=NC1)[C@H](O)[C@H]1NC2(CC1C2)C